(R)-5-bromo-3-(1-(2-(5-((6,7-dihydro-4H-thieno[3,2-c]pyran-2-yl)methyl)-2-methyl-2H-1,2,3-triazol-4-yl)-4-fluorophenyl)ethoxy)-2-nitropyridine BrC=1C=C(C(=NC1)[N+](=O)[O-])O[C@H](C)C1=C(C=C(C=C1)F)C1=NN(N=C1CC1=CC=2COCCC2S1)C